N-((4-ethylphenyl)(p-tolyl)methyl)-2-oxo-6-(trifluoromethyl)-1,2-dihydropyridine-3-carboxamide C(C)C1=CC=C(C=C1)C(NC(=O)C=1C(NC(=CC1)C(F)(F)F)=O)C1=CC=C(C=C1)C